(3,3-difluoro-4-hydroxy-5,5-dimethylpiperidin-1-yl)pyrimidin-4-ylcarbamic acid tert-butyl ester C(C)(C)(C)OC(N(C1=NC=NC=C1)N1CC(C(C(C1)(C)C)O)(F)F)=O